C(C)N(C(=O)C=1N=C(OC1)C=1C=NN(C1)C1=CC=CC=C1)[C@@H]1CNCC1 N-ethyl-2-(1-phenyl-1H-pyrazol-4-yl)-N-[(3S)-pyrrolidin-3-yl]-1,3-oxazole-4-carboxamide